Ethyl [6-chloro-4-(2,2-dimethyl-3,6-dihydro-2H-pyran-4-yl)-1H-imidazo[4,5-c]pyridin-2-yl]acetate ClC1=CC2=C(C(=N1)C=1CC(OCC1)(C)C)N=C(N2)CC(=O)OCC